[Nd].[Cu].[Ag].[Sn] tin-silver-copper-neodymium